OC(C)C=1C=C(C=C(C1)OC)NC1=NC=C(C(=N1)NN1C(OC2=C1C=CC=C2)=O)C (2-(3-(1-hydroxyethyl)-5-methoxyphenylamino)-5-methylpyrimidin-4-ylamino)benzo[d]oxazol-2(3H)-one